5-METHOXY-2-FUROIC ACID COC1=CC=C(O1)C(=O)O